4-(2-(2-(Benzo[b]thiophen-3-yl)-9-isopropyl-9H-purin-6-ylamino)ethyl)phenol hydrochloride Cl.S1C2=C(C(=C1)C1=NC(=C3N=CN(C3=N1)C(C)C)NCCC1=CC=C(C=C1)O)C=CC=C2